BrC1=C(C=CC(=C1Br)Br)C1=CC(=C(C(=C1)Br)Br)Br 2,3,3',4,4',5'-Hexabromobiphenyl